ClC1=C(C=CC(=C1)Cl)CNC(=O)C1CN(C(C1)=O)CC(C)C N-[(2,4-dichlorophenyl)methyl]-1-(2-methylpropyl)-5-oxopyrrolidine-3-carboxamide